N-(3-fluoro-4-hydroxy-8-oxo-5,6,7,8-tetrahydronaphthalen-1-yl)acetamide FC=1C=C(C=2C(CCCC2C1O)=O)NC(C)=O